5-(3-(5,6-Dichloroisoindolin-2-yl)-3-oxopropyl)-5-(pyridin-2-yl)imidazolidine-2,4-dione ClC=1C=C2CN(CC2=CC1Cl)C(CCC1(C(NC(N1)=O)=O)C1=NC=CC=C1)=O